Cl.N=1C=NN2C1C=C(C=C2)OC2=C(C(=C(C=C2)NC=2C1=C(N=CN2)C=CC(=N1)OC1CCNCC1)F)Cl N-(4-([1,2,4]triazolo[1,5-a]pyridin-7-yloxy)-3-chloro-2-fluorophenyl)-6-(piperidin-4-yloxy)pyrido[3,2-d]pyrimidin-4-amine hydrochloride